7-(8-ethyl-7-fluoro-3-(methoxymethoxy)naphthalene-1-yl)-6,8-difluoro-2-(((2R,7aS)-2-fluorotetrahydro-1H-pyrrolizin-7a(5H)-yl)methoxy)quinazoline C(C)C=1C(=CC=C2C=C(C=C(C12)C1=C(C=C2C=NC(=NC2=C1F)OC[C@]12CCCN2C[C@@H](C1)F)F)OCOC)F